C1(=CC=CC=C1)N1CC=NC=C1 4-phenylpyrazine